2-(4-Chlorophenoxy)-1-(4-(5-(trifluoromethyl)-1,2,4-oxadiazol-3-yl)phenyl)ethan-1-on ClC1=CC=C(OCC(=O)C2=CC=C(C=C2)C2=NOC(=N2)C(F)(F)F)C=C1